N-methoxy-N-methyl-4-(methylsulfonyl)morpholine-2-carboxamide CON(C(=O)C1CN(CCO1)S(=O)(=O)C)C